BrC1=CC=C(C=C1)N(C1=CC=CC=C1)C1=C(C=O)C=CC=C1 ((4-bromophenyl)(phenyl)amino)benzaldehyde